O=C1NC(CCC1NC(C1=C(C=C(C=C1C)C)C)=O)=O N-(2,6-dioxo-3-piperidinyl)-2,4,6-trimethyl-benzamide